4-chloro-6-methoxy-1-methyl-2-oxo-1,2-dihydro-1,5-naphthyridine-3-carbonitrile ClC1=C(C(N(C2=CC=C(N=C12)OC)C)=O)C#N